1-{[5-(4-chlorobenzamido)-2-[(4-chlorophenyl)methyl]-3-oxo-1,2,4-thiadiazolidin-4-yl]methoxy}-1-oxopropan ClC1=CC=C(C(=O)NC2N(C(N(S2)CC2=CC=C(C=C2)Cl)=O)COC(CC)=O)C=C1